[Cl-].[Cl-].C1(=CC=CC=C1)C(C1=CC=CC=C1)=[Zr+2](C1=C(C=CC=2C3=CC=C(C=C3CC12)C(C)(C)C)C(C)(C)C)C1(C=C(C=C1)C(C)(C)C)CC diphenylmethylene(1-ethyl-3-tert-butyl-cyclopentadienyl)(2,7-di-tert-butylfluorenyl)zirconium dichloride